FC(C1=NN(C=C1C(=O)N)C)F 3-(difluoromethyl)-1-methyl-1H-pyrazole-4-carboxylic acid amide